FC=1C=2N(C=C(C1)C=1C=CN3N=C(N=C(C31)OC)NC3CCC(CC3)(O)C)C=CN2 (1s,4s)-4-((5-(8-fluoroimidazo[1,2-a]pyridin-6-yl)-4-methoxypyrrolo[2,1-f][1,2,4]triazin-2-yl)amino)-1-methylcyclohexan-1-ol